tert-butyl (2R,5S)-4-(6-fluoro-7-(6-fluorobenzofuran-7-yl)-1-(2-isopropyl-4-methylpyridin-3-yl)-2-oxo-1,2-dihydropyrido[2,3-d]pyrimidin-4-yl)-2,5-dimethylpiperazine-1-carboxylate FC1=CC2=C(N(C(N=C2N2C[C@H](N(C[C@@H]2C)C(=O)OC(C)(C)C)C)=O)C=2C(=NC=CC2C)C(C)C)N=C1C1=C(C=CC=2C=COC21)F